Benzyl tert-butyl [(1S,3S,4S)-4-methoxycyclohexane-1,3-diyl]biscarbamate CO[C@@H]1[C@H](C[C@H](CC1)NC(OCC1=CC=CC=C1)=O)NC(OC(C)(C)C)=O